3-methoxy-2-oxopiperidine-1-carboxylic acid tert-butyl ester C(C)(C)(C)OC(=O)N1C(C(CCC1)OC)=O